O=C(CC#N)C1=NOC(=C1)C(F)(F)F 3-oxo-3-(5-(trifluoromethyl)isoxazol-3-yl)propanenitrile